CC1(CCN(CC1)CCO[C@H](C)C1=CC=C(C=N1)C1=CC=2C3=C(N=NC2C=C1)N(C(N3C(C)C)=O)C)C (R)-8-(6-(1-(2-(4,4-dimethylpiperidin-1-yl)ethoxy)ethyl)pyridin-3-yl)-1-isopropyl-3-methyl-1H-imidazo[4,5-c]cinnolin-2(3H)-one